C(C1CO1)OC(COC1=CC=C(C=C1)C(C)(C)C1=CC=C(C=C1)OCC(COCCCC)OCC1CO1)COCCCC 2,2-Bis[p-(2-glycidoxy-3-butoxypropoxy)phenyl]propane